N1=C(C=NC=C1)OC1=CC=C(N)C=C1 4-(pyrazine-2-oxy)aniline